ClCC(=O)N[C@H]1CN(CC1)C(=O)OC(C)(C)C tert-butyl (R)-3-(2-chloroacetamido)pyrrolidine-1-carboxylate